4-[3-[2-(oxetan-3-ylmethoxy)-3-pyridyl]pyrazolo[1,5-a]pyrimidin-5-yl]piperazine-1-carboxylate O1CC(C1)COC1=NC=CC=C1C=1C=NN2C1N=C(C=C2)N2CCN(CC2)C(=O)[O-]